C(C)(C)(C)NC1=NC(=NO1)C N-(tert-butyl)-3-methyl-1,2,4-oxadiazol-5-amine